CS(=O)(=O)OCC1(CN(C1)C(=O)OC(C)(C)C)COCCCCCCCC\C=C/CCCCCCCC tert-Butyl (Z)-3-{[(methylsulfonyl)oxy]methyl}-3-[(octadec-9-en-1-yloxy)methyl]azetidine-1-carboxylate